C(C)(=O)NC=1C=C(C=CC1C(NC=1SC(=C(N1)C)[N+](=O)[O-])=O)NCCCCCCCCCCC(=O)O 11-((3-acetamido-4-((4-methyl-5-nitrothiazol-2-yl)carbamoyl)phenyl)amino)undecanoic acid